4,4-dimethyl-2-(p-tolylethynyl)oxetane CC1(CC(O1)C#CC1=CC=C(C=C1)C)C